C(C1=CC=CC=C1)NC(N(C1=CC=C(C=C1)C=1C(=NC=CC1)OC)[C@@H]1CC[C@H](CC1)NC1=NC=C(C=C1)C#N)=O 3-benzyl-1-(trans-4-((5-cyanopyridin-2-yl)amino)cyclohexyl)-1-(4-(2-methoxypyridin-3-yl)phenyl)urea